3-(2-fluoro-3-pyridyl)-1,7-dioxa-2-azaspiro[4.4]non-2-en-6-one FC1=NC=CC=C1C1=NOC2(C1)C(OCC2)=O